(S)-ethyl 3-(2-oxo-3-(pentan-3-yl)-5,7-diphenyl-2,3-dihydro-1H-benzo[e][1,4]diazepin-1-yl)propanoate O=C1[C@@H](N=C(C2=C(N1CCC(=O)OCC)C=CC(=C2)C2=CC=CC=C2)C2=CC=CC=C2)C(CC)CC